Cl.ClC=1C=2C(C3=NC=C(C(=C3OC2C=CC1)C1=CC=C(C=C1)N1CCNCC1)C)=O 9-chloro-3-methyl-4-(4-(piperazin-1-yl)phenyl)-10H-chromeno[3,2-b]pyridin-10-one hydrochloride